Methyl (R)-3-(((S)-1-(4-(difluoromethoxy)phenyl)ethyl)amino)-2-hydroxypropanoate FC(OC1=CC=C(C=C1)[C@H](C)NC[C@H](C(=O)OC)O)F